(triphenylenyl)(terphenylyl)indolocarbazole C1(=CC=CC=2C3=CC=CC=C3C3=CC=CC=C3C12)C=1C(=C2C(=CC1)N=C1C=CC3=C4C=CC=CC4=NC3=C12)C1=C(C=CC=C1)C=1C(=CC=CC1)C1=CC=CC=C1